6-(6-methoxy-5-{[(2-methoxypyridin-3-yl)methyl]carbamoyl}pyridin-3-yl)-N-methyl-1H-indazole-3-carboxamide COC1=C(C=C(C=N1)C1=CC=C2C(=NNC2=C1)C(=O)NC)C(NCC=1C(=NC=CC1)OC)=O